C[C@@H]1CCC=2C1=NC1=C(C2NC(=O)N2N=C(C=C2)S(=O)(N)=N)CCC1 (((R)-3-methyl-1,2,3,5,6,7-hexahydrodicyclopenta[b,e]pyridin-8-yl)carbamoyl)-1H-pyrazole-3-sulfonimidamide